C(#N)C1(CC1)CN1N=CC(=C1)C=1N(C(=C(N1)NC(OC(C)(C)C)=O)S(=O)(=O)CC)C tert-butyl N-[2-[1-[(1-cyanocyclopropyl)methyl]pyrazol-4-yl]-5-ethylsulfonyl-1-methyl-imidazol-4-yl]carbamate